ClC1=C(C=2N=C(N=C(C2C(=N1)C#C[Si](C(C)C)(C(C)C)C(C)C)N1CCOC[C@](C1)(O)C)SC)F (S)-4-(7-chloro-8-fluoro-2-(methylthio)-5-((triisopropylsilyl)ethynyl)pyrido[4,3-d]pyrimidin-4-yl)-6-methyl-1,4-oxazepane-6-ol